(4-chlorophenyl)-6-methoxy-1-(3-phenylpropyl)-1H-benzo[d]Imidazole ClC1=CC=C(C=C1)C1=NC2=C(N1CCCC1=CC=CC=C1)C=C(C=C2)OC